BrCCCCCCCCC=CCCCCCCCCBr 1,18-dibromo-9-octadecene